5-[[(7R)-3-cyclopropyl-5-[(3,3-difluorocyclobutyl)sulfamoyl]-7,8-dihydro-6H-cyclopenta[g]isoquinolin-7-yl]amino]pyridine-2-carboxylic acid tert-butyl ester C(C)(C)(C)OC(=O)C1=NC=C(C=C1)N[C@@H]1CC2=C(C(=C3C=C(N=CC3=C2)C2CC2)S(NC2CC(C2)(F)F)(=O)=O)C1